3-(3,3-dimethylbutoxy)-1H-pyrazole CC(CCOC1=NNC=C1)(C)C